3-Deuterio-6-[3-(difluoromethyl)-4-fluoro-phenyl]pyrazolo[4,3-b]pyridin [2H]C1=NNC=2C1=NC=C(C2)C2=CC(=C(C=C2)F)C(F)F